methyl (2R)-2-{[(benzyloxy)carbonyl]amino}-3-{3-[(tert-butoxycarbonyl) (methyl)amino]naphthalen-2-yl}propanoate C(C1=CC=CC=C1)OC(=O)N[C@@H](C(=O)OC)CC1=CC2=CC=CC=C2C=C1N(C)C(=O)OC(C)(C)C